C[C@@H]1CC[C@H](N(C1)C(C(=O)NC1=NC=CC=C1C(=O)N)=O)C1=CC(=C(C(=C1)F)F)F [[2-[(2S,5R)-5-methyl-2-(3,4,5-trifluorophenyl)-1-piperidyl]-2-oxo-acetyl]amino]pyridine-3-carboxamide